1-benzyl-4-fluoro-N-((1aS,2S,8bR)-4-trideuteriomethyl-7-(methylsulfonyl)-3-oxo-1,1a,2,3,4,8b-hexahydrobenzo[b]cycloprop[d]azepin-2-yl)-1H-pyrazole-3-carboxamide C(C1=CC=CC=C1)N1N=C(C(=C1)F)C(=O)N[C@H]1[C@@H]2[C@H](C3=C(N(C1=O)C([2H])([2H])[2H])C=CC(=C3)S(=O)(=O)C)C2